(2S,4R)-1-(2-(3-acetyl-5-(6-methylpyridin-3-yl)-1H-indol-1-yl)acetyl)-N-(2'-chloro-2-fluorobiphenyl-3-yl)4-fluoropyrrolidine-2-carboxamide C(C)(=O)C1=CN(C2=CC=C(C=C12)C=1C=NC(=CC1)C)CC(=O)N1[C@@H](C[C@H](C1)F)C(=O)NC=1C(=C(C=CC1)C1=C(C=CC=C1)Cl)F